2-(2-{[7-(5-methyl-1,2,4-oxadiazol-3-yl)isoquinolin-1-yl]amino}ethyl)-3H-imidazo[4,5-b]pyridine-6-carboxylic acid CC1=NC(=NO1)C1=CC=C2C=CN=C(C2=C1)NCCC1=NC=2C(=NC=C(C2)C(=O)O)N1